N-((2-amino-1H-benzo[d]imidazol-6-yl)methyl)-2-(6-bromo-2-oxo-3-(phenethylamino)pyrazin-1(2H)-yl)acetamide NC1=NC2=C(N1)C=C(C=C2)CNC(CN2C(C(=NC=C2Br)NCCC2=CC=CC=C2)=O)=O